ClC1=CC(=C2C(=N1)N(C=N2)[C@H]2[C@@H]([C@@H]([C@H](C2=O)COCP(O)(O)=O)O)F)NC2CCCC2 ({[(2R,3R,4S,5R)-5-[5-chloro-7-(cyclopentylamino)-3H-imidazo[4,5-b]pyridin-3-yl]-4-fluoro-3-hydroxyoxocyclopent-2-yl]methoxy}methyl)phosphonic acid